tert-butyl (S)-6-(((S)-4-(benzyloxy)-3-oxo-1-((S)-2-oxopiperidin-3-yl)butan-2-yl)carbamoyl)-5-azaspiro[2.4]heptane-5-carboxylate C(C1=CC=CC=C1)OCC([C@H](C[C@H]1C(NCCC1)=O)NC(=O)[C@H]1N(CC2(CC2)C1)C(=O)OC(C)(C)C)=O